BrC1=CC=C(C=C1)C1(CCOCC1)C=1SC=C(N1)CO[Si](C)(C)C(C)(C)C 2-(4-(4-bromophenyl)tetrahydro-2H-pyran-4-yl)-4-(((tert-butyldimethylsilyl)-oxy)methyl)thiazole